C(C1=CC=CC=C1)OC=1C(=C(C(=O)O[C@H]2[C@H](OC3=CC(=CC(=C3C2)OCC2=CC=CC=C2)OCC2=CC=CC=C2)C2=CC(=C(C(=C2)OCC2=CC=CC=C2)OCC2=CC=CC=C2)OCC2=CC=CC=C2)C=C(C1OCC1=CC=CC=C1)OCC1=CC=CC=C1)F (2R,3R)-5,7-bis(benzyloxy)-2-(3,4,5-tris(benzyloxy)phenyl)chroman-3-yl 3,4,5-tris(benzyloxy)-2-fluorobenzoate